6-[1-(2-fluoro-6-methyl-phenyl)-piperidin-4-yl]-4-(2-trifluoromethyl-benzyl)-2-(2-trimethylsilyl-ethoxymethyl)-2,4,6,7-tetrahydro-pyrazolo[4,3-d]pyrimidin-5-one FC1=C(C(=CC=C1)C)N1CCC(CC1)N1C(N(C=2C(C1)=NN(C2)COCC[Si](C)(C)C)CC2=C(C=CC=C2)C(F)(F)F)=O